2-(3-acetylphenoxy)acetic acid C(C)(=O)C=1C=C(OCC(=O)O)C=CC1